C(CCC)[Si](O[Si](C(C)C)(C)C)(C)C 1-butyl-1,1,3,3-tetramethyl-3-(1-methylethyl)disiloxane